2-(2-isopropylphenyl)-7-methyl-9-(piperidin-4-ylmethyl)-7,9-dihydro-8H-purin-8-one C(C)(C)C1=C(C=CC=C1)C1=NC=C2N(C(N(C2=N1)CC1CCNCC1)=O)C